8-(4-(difluoromethoxy)phenyl)-2-(2,2,2-trifluoroethylthio)pyrido[4,3-d]pyrimidin-7(6H)-one FC(OC1=CC=C(C=C1)C=1C(NC=C2C1N=C(N=C2)SCC(F)(F)F)=O)F